C(C)OC(OCC)(OCC)C#C triethoxymethylacetylene